(6-ethoxycarbonyl-8-methyl-5-oxo-1,8-naphthyridin-3-yl)boronic acid C(C)OC(=O)C=1C(C=2C=C(C=NC2N(C1)C)B(O)O)=O